C(CC)(=O)NCCCNC(OC(C)(C)C)=O tert-butyl (3-propionamidopropyl)carbamate